C(CCC)[C@H]1N(S(C2=C(N(C1)CC1=CC=C(C=C1)OC)C=C(C(=C2)O)SC)(=O)=O)C (R)-3-butyl-8-hydroxy-5-(4-methoxybenzyl)-2-methyl-7-(methylthio)-2,3,4,5-tetrahydrobenzo[f][1,2,5]thiadiazepine 1,1-dioxide